(R)-(1-(4-fluorophenyl)-6-((1-methyl-1H-imidazol-4-yl)sulfonyl)-4,4a,5,6,7,8-hexahydro-1H-pyrazolo[3,4-g]isoquinolin-4a-yl)(4-methylpyridin-2-yl)methanone FC1=CC=C(C=C1)N1N=CC2=C1C=C1CCN(C[C@]1(C2)C(=O)C2=NC=CC(=C2)C)S(=O)(=O)C=2N=CN(C2)C